(5R)-3-[2-[(3-cyclopropyl-1,3-dihydroisobenzofuran-5-yl)oxy]pyrimidin-5-yl]-5-ethyl-5-methyl-imidazolidine-2,4-dione C1(CC1)C1OCC2=CC=C(C=C12)OC1=NC=C(C=N1)N1C(N[C@](C1=O)(C)CC)=O